3,4-DIHYDRO-2H-CHROMENE-4-CARBALDEHYDE O1CCC(C2=CC=CC=C12)C=O